3-methyl-N-vinylcaprolactam CC1CC(=O)N(CCC1)C=C